N-hydroxy-3-(4-((3-(4-hydroxyphenylethyl)-2,4-dioxo-3,4-dihydroquinazolin-1(2H)-yl)methyl)phenyl)acrylamide ONC(C=CC1=CC=C(C=C1)CN1C(N(C(C2=CC=CC=C12)=O)CCC1=CC=C(C=C1)O)=O)=O